ClC1=CC=C(C=C1)N1N=C(C=C1)OCC1=C(NC)C=CC=C1 2-(((1-(4-Chlorophenyl)-1H-pyrazol-3-yl)oxy)methyl)-N-methylaniline